4-[3-[2,6-dichloro-4-(7,11-dioxa-2-azadispiro[3.1.56.14]dodecan-2-yl)benzoyl]-2,4-dihydro-1,3-benzoxazin-8-yl]-5-fluoro-2-(3-oxa-8-azabicyclo[3.2.1]octan-8-yl)benzoic acid ClC1=C(C(=O)N2COC3=C(C2)C=CC=C3C3=CC(=C(C(=O)O)C=C3F)N3C2COCC3CC2)C(=CC(=C1)N1CC2(C1)CC1(OCCCO1)C2)Cl